5-(difluoromethyl)-1-[3-(1-hydroxyethyl)-6-[6-(6-methylpyridazin-3-yl)oxypyrazolo[1,5-a]pyridin-3-yl]pyridin-2-yl]pyrazole-3-carboxamide FC(C1=CC(=NN1C1=NC(=CC=C1C(C)O)C=1C=NN2C1C=CC(=C2)OC=2N=NC(=CC2)C)C(=O)N)F